C(C=C)[Se]CC=C allylselenoether